NCCCOC=1C=CC(=NC1)OC1=C(C(=C(C=C1)C1=CN=C2N1C=CN=C2NC2=CC(=C(C(=O)NC)C=C2)CC)F)F 4-[[3-[4-[[5-(3-aminopropoxy)-2-pyridyl]oxy]-2,3-difluorophenyl]imidazo[1,2-a]pyrazin-8-yl]amino]-2-ethyl-N-methyl-benzamide